α-hydroxyisobutyric acid methyl ester COC(C(C)(C)O)=O